HEXAFLUORO PHOSPHATE CCN\1C2=CC=CC=C2S/C1=C\C#C/C(=C\C3=[N+](C4=CC=CC=C4S3)CC)/C.F[P-](F)(F)(F)(F)F